(R)-4-(dimethylamino)-2-fluorobutyric acid hydrochloride Cl.CN(CC[C@H](C(=O)O)F)C